N-{(3S,4S)-1-[2-(dimethylamino)ethyl]-3-methyl-4-piperidyl}-6-{3-[4-(N-methylcarbamoyl)-2-anisidino]-1-propynyl}-1-(2,2,2-trifluoroethyl)-1H-1,3-benzimidazole-4-carboxamide CN(CCN1C[C@@H]([C@H](CC1)NC(=O)C1=CC(=CC=2N(C=NC21)CC(F)(F)F)C#CCNC=2C(OC)=CC=C(C2)C(NC)=O)C)C